FC=1C=NC=CC1C=1C(=C2N(CCNC2=O)C1)NC1=CC=CC=C1 7-(3-fluoropyridin-4-yl)-8-(phenylamino)-3,4-dihydropyrrolo[1,2-a]pyrazin-1(2H)-one